OC1=C(C(=C(C(=O)OCOC)C(=C1C)C)OC)C methoxymethyl 4-hydroxy-2-methoxy-3,5,6-trimethylbenzoate